CS(=O)(=N)C=1C=C(C=CC1)N1C(C=CC(=C1)C(F)(F)F)OC1=CC=C(C=C1)OC(F)(F)F N-[3-(methylsulfonimidoyl)phenyl]-2-[4-(trifluorometh-oxy)phenoxy]-5-(trifluoromethyl)-pyridine